3-acetyl-8-bromo-5-chloro-2-((3-chloro-4-fluorobenzyl)sulfinyl)quinolin-4(1H)-one C(C)(=O)C1=C(NC2=C(C=CC(=C2C1=O)Cl)Br)S(=O)CC1=CC(=C(C=C1)F)Cl